C(C)N(C1=C(C=CC(=C1)NCC1=CC=C(C=C1)C(F)(F)F)NC(CCCCCC)=O)CC N-(2-(Diethylamino)-4-((4-(trifluoromethyl)benzyl)amino)phenyl)heptanamid